(4-(oxiran-2-ylmethoxy)phenyl)(2-(3-(pyrrolidin-1-yl)propyl)benzofuran-3-yl)methanone O1C(C1)COC1=CC=C(C=C1)C(=O)C1=C(OC2=C1C=CC=C2)CCCN2CCCC2